[N+](=[N-])=CC(CC[C@@H](C(=O)O[C@@H](C)CC(F)(F)F)NC([C@@H](C)OC)=O)=O (S)-4,4,4-trifluorobutan-2-yl (S)-6-diazo-2-((R)-2-methoxypropanamido)-5-oxohexanoate